C(C=CCC)=NO 2-pentenal oxime